C(C)(C)(C)OC(NCCN(C(C1=CC(=C(C=C1)NC1=CC=C(C=C1)C)[N+](=O)[O-])=O)C)=O (2-(N-methyl-3-nitro-4-(p-tolylamino)benzamido)ethyl)carbamic acid tert-butyl ester